tert-butyl (R)-3-(4-(6-(6-bromopicolinamido)pyridin-3-yl)-1H-1,2,3-triazol-1-yl)piperidine-1-carboxylate BrC1=CC=CC(=N1)C(=O)NC1=CC=C(C=N1)C=1N=NN(C1)[C@H]1CN(CCC1)C(=O)OC(C)(C)C